COC1=CC2=C(C3=CC=CC=C3C(=C2C=C1)C1=CC=CC=C1)C1=CC=CC=C1 2-methoxy-9,10-diphenyl-anthracene